N1=CC=C(C=C1)CNC1=C2CN(CC2=CC=C1)C(=O)OC(C)(C)C tert-Butyl 4-((pyridin-4-ylmethyl)amino)isoindoline-2-carboxylate